2-phenylvinylphosphoric acid C1(=CC=CC=C1)C=COP(O)(O)=O